(3-(5-bromo-1H-pyrazolo[3,4-b]pyridine-3-carbonyl)-2,4-difluorophenyl)propane-1-sulfonamide Methyl-3-(2-(benzyloxy)ethoxy)acrylate {methyl-3-(2-(benzyloxy)ethoxy)acrylate} CC(C(=O)O)=COCCOCC1=CC=CC=C1.COC(C=COCCOCC1=CC=CC=C1)=O.BrC=1C=C2C(=NC1)NN=C2C(=O)C=2C(=C(C=CC2F)C(CC)S(=O)(=O)N)F